FCCCN1C[C@H](CC1)NC=1C=NC(=CC1)[C@H]1N([C@@H](CC2=C1NC1=CC(=CC=C21)I)C)CC(F)(F)F N-((S)-1-(3-fluoropropyl)pyrrolidin-3-yl)-6-((1S,3R)-7-iodo-3-methyl-2-(2,2,2-trifluoroethyl)-2,3,4,9-tetrahydro-1H-pyrido[3,4-b]indol-1-yl)pyridin-3-amine